1-benzyl-3-cyclopropylpyrrolidine-2,4-dione C(C1=CC=CC=C1)N1C(C(C(C1)=O)C1CC1)=O